2-(dimethylamino)ethanol hydrochloride Cl.CN(CCO)C